C(C(C)C)C1=CC=C(S1)C=O 5-isobutyl-thiophene-2-formaldehyde